Butyltolyltriazol C(CCC)C1=C(N=NN1)C1=C(C=CC=C1)C